4-[(2,3-dihydro-thieno-[3,4-b][1,4]-dioxin-2-yl)methoxy]butane-1-sulfonic acid O1C=2C(OCC1COCCCCS(=O)(=O)O)=CSC2